(2,2'-dimethyl-[1,1'-biphenyl]-3,3'-diyl)bis(6-(2-morpholinoethyl)-5,6,7,8-tetrahydro-1,6-naphthyridine-2-carboxamide) CC1=C(C=CC=C1C=1C(=NC=2CCN(CC2C1)CCN1CCOCC1)C(=O)N)C1=C(C(=CC=C1)C=1C(=NC=2CCN(CC2C1)CCN1CCOCC1)C(=O)N)C